ClC1=NC=2N(C(=C1)SC)N=C(C2C2=CC=C(C=C2)Cl)C2=C(C=CC=C2)Cl 5-chloro-2-(2-chlorophenyl)-3-(4-chlorophenyl)-7-methylsulfanyl-pyrazolo[1,5-a]pyrimidine